N-methyl-N-(1-oxo-9-octadecen-1-yl)-glycine, sodium salt [Na+].CN(CC(=O)[O-])C(CCCCCCCC=CCCCCCCCC)=O